NC1=CC2=C(C=N1)CN(C2)C(=O)C2=C(C=C(C#N)C=C2O)OCC2=CC=CC=C2 4-(6-Amino-2,3-dihydro-1H-pyrrolo[3,4-c]pyridine-2-carbonyl)-3-(benzyloxy)-5-hydroxybenzonitrile